tert-butyl-N-[1-(cyclopropylmethyl)-2-[methoxy(methyl)amino]-2-oxo-ethyl]carbamate C(C)(C)(C)OC(NC(C(=O)N(C)OC)CC1CC1)=O